CN[C@H](C(=O)NCCOC1=NC(=NC(=C1)NC=1SC(=CN1)C1=CC=CC=C1)C)C (2s)-2-(methylamino)-N-[2-[2-methyl-6-[(5-phenylthiazol-2-yl)amino]pyrimidin-4-yl]oxyethyl]propanamide